azabicyclo[4.2.0]oct-2-ene-2-carboxylic acid sodium [Na].N12C(=CCCC2CC1)C(=O)O